FC(OC1=C(C=C(C=C1)S)C1=NN(C=C1NC(=O)C=1C=NN2C1N=CC=C2)C)F N-[3-[2-(difluoromethoxy)-5-sulfanyl-phenyl]-1-methyl-pyrazol-4-yl]pyrazolo[1,5-a]pyrimidine-3-carboxamide